2-((5-bromo-4-methyl-2-nitrophenoxy)methyl)azetidine BrC=1C(=CC(=C(OCC2NCC2)C1)[N+](=O)[O-])C